6-bromo-3-methyl-1-(oxetan-2-ylmethyl)-1,3-dihydro-2H-imidazo[4,5-b]pyridin-2-one BrC=1C=C2C(=NC1)N(C(N2CC2OCC2)=O)C